2-((5-bromo-3-nitropyridin-2-yl)oxy)acetic acid ethyl ester C(C)OC(COC1=NC=C(C=C1[N+](=O)[O-])Br)=O